N-[(6-Methoxypyridazin-3-yl)methyl]-3-(5-methyl-1,3-thiazol-2-yl)-5-(tetrahydro-2H-pyran-4-yloxy)benzamide COC1=CC=C(N=N1)CNC(C1=CC(=CC(=C1)OC1CCOCC1)C=1SC(=CN1)C)=O